CC1=C(C=CC(=N1)C(=O)OC)N1CCNCC1 methyl 6-methyl-5-(piperazin-1-yl)pyridine-2-carboxylate